COC(=O)C=1C=C2CCC3(CCNCC3)OC2=CC1C(=O)OC spiro[chroman-2,4'-piperidine]-6,7-dicarboxylic Acid Dimethyl Ester